N1(CCC1)C1=NC(=NC(=C1)CCCCCCCCCCCCCC)OC1CCC1 4-(Azetidin-1-yl)-2-cyclobutanoxy-6-tetradecylpyrimidine